1-methyl-1H-pyrazolo[3,4-d]pyrimidine-6-carboxamide CN1N=CC=2C1=NC(=NC2)C(=O)N